(S)-N-Bocbis(4-fluorophenyl)alanine C(=O)(OC(C)(C)C)N([C@](C)(C(=O)O)C1=CC=C(C=C1)F)C1=CC=C(C=C1)F